CN(CCC[Si](OC)(OC)OC)CCN(CC)CC N-methyl-N-(2-diethylaminoethyl)-3-aminopropyltrimethoxysilane